((2R)-tert-butyl 1-(1-(tetrahydro-2H-pyran-2-yl)-1H-indazol-4-yl) propan-2-yl) carbamate C(N)(O[C@@H](CC1=C2C=NN(C2=CC=C1)C1OCCCC1)CC(C)(C)C)=O